C[C@H]1CN(C[C@H](N1)C)C1=CC=C(C=C1)S(=O)(=O)C (3S,5R)-3,5-dimethyl-1-(4-(methylsulfonyl)phenyl)piperazine